C(C)(C)(C)P(C1=C(C=CC=C1)C1=C(C=C(C=C1C(C)C)C(C)C)C(C)C)C(C)(C)C di-tert-butyl-({2-[2,4,6-tris(propan-2-yl)phenyl]phenyl})phosphane